6-chloro-3-[2-[1-(trifluoromethyl)cyclopropyl]ethynyl]pyrazin-2-amine ClC1=CN=C(C(=N1)N)C#CC1(CC1)C(F)(F)F